[2-(aminomethyl)-3,3-difluoro-allyl]-4-[[4-(4-piperazin-1-ylphenyl)-2-thienyl]methyl]-1,2,4-triazol-3-one bistrifluoroacetate salt FC(C(=O)O)(F)F.FC(C(=O)O)(F)F.NCC(CC=1N(C(NN1)=O)CC=1SC=C(C1)C1=CC=C(C=C1)N1CCNCC1)=C(F)F